F[C@@H]1COC2(CN(C2)C(=O)OC(C)(C)C)C1 (S)-tert-Butyl 7-fluoro-5-oxa-2-azaspiro[3.4]octane-2-carboxylate